C(=O)O.ClC1=C(C(=CC=C1)Cl)N1CC(C1)C1=CC(=C(CN2CC(C2)(O)C)C=C1C)C 1-(4-(1-(2,6-dichlorophenyl)azetidin-3-yl)-2,5-dimethylbenzyl)-3-methylazetidin-3-ol formate salt